CC1(C=2C=CC(=CC2C(CC1)(C)C)C#CC=1C=C(C(=O)O)C=CC1)C 3-[2-(5,6,7,8-Tetrahydro-5,5,8,8-tetramethyl-2-naphthalenyl)ethynyl]benzoic acid